2-amino-3-(1H-imidazol-4-yl)propanoic acid NC(C(=O)O)CC=1N=CNC1